FC(C(=O)O)(F)F.C(C)(C)S(=O)(=O)CC1CNC1 3-(isopropyl-sulfonyl-methyl)azetidine trifluoroacetate